6-ethylimidazo[1,2-a]pyridine-8-carboxylic acid C(C)C=1C=C(C=2N(C1)C=CN2)C(=O)O